The molecule is an organic sodium salt which is the monosodium salt of callysponginol sulfonic acid A. It is isolated from the marine sponge Callyspongia truncata as a membrane type 1 matrix metalloproteinase (MT1-MMP) inhibitor. It has a role as a metabolite and a matrix metalloproteinase inhibitor. It contains a callysponginol sulfate A(1-). CCCCCC/C=C\\CCCCCCCCCCCCC#C[C@H](C(=O)O)OS(=O)(=O)[O-].[Na+]